C[Si](CCCCC(CC(=O)N[C@@H]1C(OCC1)=O)=O)(C1=CC=CC=C1)C (S)-7-(dimethyl(phenyl)silyl)-3-oxo-N-(2-oxotetrahydrofuran-3-yl)heptanamid